oxo-6-(1,2,3,4-tetrahydronaphthalene-2-carboxamido)hept-2-enoate O=C(C=CC(=O)[O-])CC(C)NC(=O)C1CC2=CC=CC=C2CC1